CC1=CC=C(C=C1)S(=O)(=O)OC=C(F)F 2,2-difluorovinyl 4-methylbenzenesulfonate